(6-amino-2-ethylbenzofuran-3-yl-4,5,7-d3)(3,5-dibromo-4-hydroxyphenyl)methanone NC1=C(C2=C(C(=C(O2)CC)C(=O)C2=CC(=C(C(=C2)Br)O)Br)C(=C1[2H])[2H])[2H]